C(C)C=1C=CC=C(C1C(=O)O)O 6-ethylsalicylic acid